C(C)(C)[Si](N([Si](C(C)C)(C(C)C)C(C)C)CCCCCCCC)(C(C)C)C(C)C N,N-bis(triisopropylsilyl)octylamine